C(C)(C)(C)N1CCN(CC1)C1CCN(CC1)C1=CC(=C(C=C1)NC1=NC=C(C(=N1)NC1=C(SC=C1)C(=O)N)Cl)OC(F)F 3-((2-((4-(4-(4-(tert-butyl)piperazin-1-yl)piperidin-1-yl)-2-(difluoromethoxy)phenyl)amino)-5-chloropyrimidin-4-yl)amino)-thiophene-2-carboxamide